3-fluoro-4-((1S,2S)-2-(4,4,5,5-tetramethyl-1,3,2-dioxaborolan-2-yl)cyclopropyl)benzonitrile FC=1C=C(C#N)C=CC1[C@@H]1[C@H](C1)B1OC(C(O1)(C)C)(C)C